2-N,4-N,6-N-tris[4-(5-methylhexan-2-ylamino)phenyl]-1,3,5-triazine-2,4,6-triamine CC(CCC(C)NC1=CC=C(C=C1)NC1=NC(=NC(=N1)NC1=CC=C(C=C1)NC(C)CCC(C)C)NC1=CC=C(C=C1)NC(C)CCC(C)C)C